The molecule is a bis(azo) compound that is 2-naphthol substituted at position 1 by a {2-methyl-4-[(2-methylphenyl)diazenyl]phenyl}diazenyl group. A fat-soluble dye predominantly used for demonstrating triglycerides in frozen sections, but which may also stain some protein bound lipids in paraffin sections. It has a role as a histological dye, a fluorochrome and a carcinogenic agent. It is a bis(azo) compound, a member of naphthols and a member of azobenzenes. It derives from a 2-naphthol. CC1=CC=CC=C1N=NC2=CC(=C(C=C2)N=NC3=C(C=CC4=CC=CC=C43)O)C